tert-Butyl 3-fluoro-5-((methylsulfonyl)oxy)azepane-1-carboxylate FC1CN(CCC(C1)OS(=O)(=O)C)C(=O)OC(C)(C)C